OCC1OC(C2C1OC(O2)(C)C)C#N 6-(hydroxymethyl)-2,2-dimethyltetrahydrofurano[3,4-d][1,3]dioxole-4-carbonitrile